FC=1C=NC(=NC1)NC(CN1C(C2=CC=C(C=C2[C@]2(C1=O)[C@H](C2)C)Br)=O)=O N-(5-fluoropyrimidin-2-yl)-2-[(1r,2s)-6'-bromo-2-methyl-1',3'-dioxospiro[cyclopropane-1,4'-isoquinolin]-2'-yl]acetamide